NC=1C=C(C=C(C1)C(F)(F)F)[C@@H](C)NC1=NC(=NC2=CC(=C(C=C12)O[C@@H]1COCC1)C#N)C 4-(((R)-1-(3-amino-5-(trifluoromethyl)phenyl)ethyl)amino)-2-methyl-6-(((S)-tetrahydrofuran-3-yl)oxy)quinazoline-7-carbonitrile